3-({[4-amino-6-(5-chloro-2-fluorophenyl)pyridazin-3-yl](methyl)amino}methyl)-3-(hydroxymethyl)oxolan-2-one NC1=C(N=NC(=C1)C1=C(C=CC(=C1)Cl)F)N(C)CC1(C(OCC1)=O)CO